(3S)-tert-butyl 3-methyl-6-(3-((1-methylpiperidin-2-yl)methyl)phenyl)-3,4-dihydropyridine-1(2H)-carboxylate C[C@@H]1CN(C(=CC1)C1=CC(=CC=C1)CC1N(CCCC1)C)C(=O)OC(C)(C)C